thieno[2,3-d]pyridazine-7-carboxamide S1C=CC=2C1=C(N=NC2)C(=O)N